3-(4-Chlorophenyl)-2-((diphenylmethylene)amino)propionic acid tert-butyl ester C(C)(C)(C)OC(C(CC1=CC=C(C=C1)Cl)N=C(C1=CC=CC=C1)C1=CC=CC=C1)=O